n-tetradecyl methacrylate (n-TETRADECYL METHACRYLATE) C(CCCCCCCCCCCCC)C=C(C(=O)O)C.C(C(=C)C)(=O)OCCCCCCCCCCCCCC